[I-].C(=O)(O)C=1C=[N+](C=CC1)COC(=O)OC1=C(C=CC=C1C(C)C)C(C)C 3-carboxy-1-((((2,6-diisopropylphenoxy)carbonyl)oxy)methyl)pyridin-1-ium iodide